tert-butyl N-{3-[benzyl(methyl)amino]-2-hydroxypropyl}carbamate C(C1=CC=CC=C1)N(CC(CNC(OC(C)(C)C)=O)O)C